N-(2-cyclopropylethyl)-6-((5-fluoropyridin-3-yl)amino)-4-(isopropylamino)-1,5-naphthyridine-3-carboxamide C1(CC1)CCNC(=O)C=1C=NC2=CC=C(N=C2C1NC(C)C)NC=1C=NC=C(C1)F